tert-Butyl 7-((3-(5-(2-phenylacetamido)-1,3,4-oxadiazol-2-yl)-1-((2-(trimethyl-silyl)ethoxy)methyl)-1H-pyrrolo[2,3-b]pyridin-4-yl)oxy)-3,4-dihydroisoquinoline-2(1H)-carboxylate C1(=CC=CC=C1)CC(=O)NC1=NN=C(O1)C1=CN(C2=NC=CC(=C21)OC2=CC=C1CCN(CC1=C2)C(=O)OC(C)(C)C)COCC[Si](C)(C)C